FC1=CC=CC2=C1NC([C@H](C=C2C2=CC=CC=C2)NC(=O)C=2C(=NN1C2OC2CCC1C2)C2=C(C=CC=C2)F)=O N-((S)-9-fluoro-2-oxo-5-phenyl-2,3-dihydro-1H-benzo[b]azepin-3-yl)-2-(2-fluorophenyl)-5,6,7,8-tetrahydro-5,8-methanopyrazolo[5,1-b][1,3]oxazepine-3-carboxamide